FC1(CN(C1)CCOC1=CC=2N(C=C1)C(=CN2)C=2C=C1CCN(C(C1=C(C2)OC)=O)CC(F)(F)F)F 6-[7-[2-(3,3-difluoroazetidin-1-yl)ethoxy]imidazo[1,2-a]pyridin-3-yl]-8-methoxy-2-(2,2,2-trifluoroethyl)-3,4-dihydroisoquinolin-1-one